FN1CCC(CC1)(O)O fluoro-4,4-dihydroxypiperidine